C(C)C=1C=C(C(NN1)=O)O 6-ethyl-4-hydroxypyridazin-3(2H)-one